C(#N)C1=CC=C(CNC(=O)C2=NN(C=3C(N(CCC32)CC3(CC3)S(N(C)C(CO)CO)(=O)=O)=O)C)C=C1 N-(4-Cyanobenzyl)-6-((1-(N-(1,3-dihydroxypropan-2-yl)-N-methylsulfamoyl)cyclopropyl)methyl)-1-methyl-7-oxo-4,5,6,7-tetrahydro-1H-pyrazolo[3,4-c]pyridine-3-carboxamide